C(C)C1(CN(C1)C=1C=C2C(=CC=NC2=CC1)C(=O)O)O 6-(3-ethyl-3-hydroxyazetidin-1-yl)quinoline-4-carboxylic acid